FC1=CC=CC=2N(C(=NC21)C2=NON=C2C)CC2=CC=C(N=N2)C#N 6-[[4-fluoro-2-(4-methyl-1,2,5-oxadiazol-3-yl)benzoimidazol-1-yl]methyl]pyridazine-3-carbonitrile